1-(4-{4-[(furan-2-yl)carbonyl]piperazine-1-sulfonyl}phenyl)-3-(pyridin-3-ylmethyl)urea O1C(=CC=C1)C(=O)N1CCN(CC1)S(=O)(=O)C1=CC=C(C=C1)NC(=O)NCC=1C=NC=CC1